((9H-fluoren-9,9-diyl)bis(4,1-phenylene))bis(oxy)bis(1-(phenylthio)propan-2-ol) C1=CC=CC=2C3=CC=CC=C3C(C12)(C1=CC=C(C=C1)OC(C(C)O)SC1=CC=CC=C1)C1=CC=C(C=C1)OC(C(C)O)SC1=CC=CC=C1